C1(CC1)N1N=C(C2=C1C=NN(C2=O)CC(=O)N[C@H](C)C2=CC=C(C=C2)C(F)(F)F)C (R)-2-(1-Cyclopropyl-3-methyl-4-oxo-1,4-dihydro-5H-pyrazolo[3,4-d]pyridazin-5-yl)-N-(1-(4-(trifluoromethyl)phenyl)ethyl)acetamid